C(C1=CC=CC=C1)OC=1C=CC(=NC1)N1CC(C1)CC1CCN(CC1)C(=O)OCC1=CC=CC=C1 benzyl 4-[[1-(5-benzyloxy-2-pyridyl)azetidin-3-yl]methyl]piperidine-1-carboxylate